3-chloro-propionaldehyde ClCCC=O